ClC=1C(=NC(=NC1)NC1CCOCC1)C1=CC=C2CN(C(C2=C1)=O)CC(=O)N[C@H]([C@H](C)O)C1=CC(=CC(=C1)OC)F 2-(6-{5-chloro-2-[(oxacyclohex-4-yl)amino]pyrimidin-4-yl}-1-oxo-2,3-dihydro-1H-isoindol-2-yl)-N-[(1S,2S)-1-(3-fluoro-5-methoxyphenyl)-2-hydroxypropyl]acetamide